5-(1-adamantyl)-7-propylpyrazolo[1,5-a]pyrimidine-2-carboxylic acid C12(CC3CC(CC(C1)C3)C2)C2=NC=3N(C(=C2)CCC)N=C(C3)C(=O)O